N-(4-(Trifluoromethyl)benzyl)-5-((4-(trifluoromethyl)benzyl)oxy)benzo[d]isothiazol-3-amine FC(C1=CC=C(CNC2=NSC3=C2C=C(C=C3)OCC3=CC=C(C=C3)C(F)(F)F)C=C1)(F)F